(R)-1-Isopropyl-N-(3-methoxy-5-(trifluoromethoxy)phenyl)pyrrolidin-3-amine C(C)(C)N1C[C@@H](CC1)NC1=CC(=CC(=C1)OC(F)(F)F)OC